O1CCC(CC1)OC1=C(C(=O)O)C=CC=C1 2-((tetrahydro-2H-pyran-4-yl)oxy)benzoic acid